N1(C(=NC(=C1[2H])[2H])[2H])C1=NC(=CC(=N1)C(=O)NC1CCC(CC1)OCCOC)C 2-(1H-imidazol-1-yl-d3)-N-((1r,4r)-4-(2-methoxyethoxy)cyclohexyl)-6-methylpyrimidine-4-carboxamide